2-[4-[(E)-3-(3-Methoxyphenyl)prop-2-enoyl]phenoxy]-N-[(1S,4S,5R,8S,9R,10S,12R,13R)-1,5,9-trimethyl-11,14,15,16-tetraoxatetracyclo[10.3.1.04,13.08,13]hexadecan-10-yl]acetamide COC=1C=C(C=CC1)/C=C/C(=O)C1=CC=C(OCC(=O)N[C@@H]2[C@@H]([C@@H]3CC[C@H]([C@@H]4CC[C@@]5(OO[C@]43[C@H](O2)O5)C)C)C)C=C1